5-((5-ethynylfuran-2-yl)methylene)-2-thioxo-1-(3-(trifluoromethyl)phenyl)dihydropyrimidine-4,6(1H,5H)-dione C(#C)C1=CC=C(O1)C=C1C(NC(N(C1=O)C1=CC(=CC=C1)C(F)(F)F)=S)=O